ClCOC(=O)C1[C@@H](CCC1)C (2R)-2-methylcyclopentanecarboxylic acid chloromethyl ester